ClC1=CNC2=C(C=CC(=C12)Cl)NS(=O)(=O)C=1C=NN(C1)C N-(3,4-Dichloro-1H-indol-7-yl)-1-methyl-pyrazol-4-sulfonamid